COC1=C(C(=CC=C1)C)C1=CC=2N=C(NC(C2C=N1)=O)C 7-(2-methoxy-6-methylphenyl)-2-methylpyrido[4,3-d]pyrimidin-4(3H)-one